1-(tert-butyl) 4-methyl 4-(6-chloropyridin-3-yl)piperidine-1,4-dicarboxylate ClC1=CC=C(C=N1)C1(CCN(CC1)C(=O)OC(C)(C)C)C(=O)OC